C(C)[NH+](CC)CC N,N-diethyl-ethylammonium